BrC1=C(C=C(OC[C@](C(=O)OC(C)(C)C)(C)O)C=C1)F tert-butyl (S)-3-(4-bromo-3-fluorophenoxy)-2-hydroxy-2-methylpropanoate